trans-(7RS,9RS)-3-cyclopropyl-7,9-bis[(5-methoxypyridin-3-yl)amino]-N-(2-methylpropyl)-8,9-dihydro-7H-cyclopenta[h]isoquinoline-5-sulfonamide C1(CC1)C=1N=CC=2C3=C(C=C(C2C1)S(=O)(=O)NCC(C)C)[C@@H](C[C@H]3NC=3C=NC=C(C3)OC)NC=3C=NC=C(C3)OC |r|